4-Fluoro-3,7,8,9,10,10a-hexahydro-2H-isochromeno[1,8-cd]azepin-9-ium chloride [Cl-].FC1=C2CCOC3C[NH2+]CCC(=C32)C=C1